4-(((1R,3R,4R)-3-hydroxy-4-methylcyclohexyl)amino)-2-((4-(methylsulfonyl)phenyl)amino)pyrimidine-5-carboxamide O[C@@H]1C[C@@H](CC[C@H]1C)NC1=NC(=NC=C1C(=O)N)NC1=CC=C(C=C1)S(=O)(=O)C